4-methyl-N-(2-methylallyl)-N-(2-(1-phenylvinyl)phenyl)benzenesulfonamide CC1=CC=C(C=C1)S(=O)(=O)N(C1=C(C=CC=C1)C(=C)C1=CC=CC=C1)CC(=C)C